N[C@H]1CN(C[C@@H](C1)F)C(=O)C1=CC2=C(N(C(=N2)C2=CC=3C(=NC(=CC3)C3=CC(=C(C=C3)C(CO)C)Cl)N2CC2CC2)C)C(=C1)OC 2-[4-(2-{5-[(3R,5R)-3-amino-5-fluoropiperidine-1-carbonyl]-7-methoxy-1-methyl-1H-1,3-benzodiazol-2-yl}-1-(cyclopropylmethyl)-1H-pyrrolo[2,3-b]pyridin-6-yl)-2-chlorophenyl]propan-1-ol